(S)-1-(3-(4-((2,3-dihydrobenzo[b][1,4]dioxin-2-yl)methyl)piperazin-1-yl)-1,5-dimethyl-1H-pyrazol-4-yl)imidazolidin-2-one O1C2=C(OC[C@@H]1CN1CCN(CC1)C1=NN(C(=C1N1C(NCC1)=O)C)C)C=CC=C2